COC(CC[C@H]1C=2N(C3=C(C(=N1)C1=NC=CC=C1)C=C(C=C3)Br)C(=CN2)C)=O 3-[(4S)-8-bromo-1-methyl-6-(2-pyridinyl)-4H-imidazo[1,2-a][1,4]benzodiazepine-4-yl]propionic acid methyl ester